N-(2-((2-(dimethylamino)ethyl)(methyl)amino)-4-methoxy-5-((6-(3,3,5-trimethyl-2,3-dihydro-1H-pyrrolo[3,2-b]pyridin-1-yl)pyrimidin-4-yl)amino)phenyl)acrylamide CN(CCN(C1=C(C=C(C(=C1)OC)NC1=NC=NC(=C1)N1CC(C2=NC(=CC=C21)C)(C)C)NC(C=C)=O)C)C